Cl.CC1(CC1)C1=CNC=2N=CN=C(C21)N[C@H]2CNCCC2 (R)-5-(1-methylcyclopropyl)-N-(piperidin-3-yl)-7H-pyrrolo[2,3-d]pyrimidin-4-amine HCl